C1(=CC=CC=C1)C1=NC(=NC(=N1)C1=CC=CC=C1)C1=CC=C(C=C1)C=1C(=CC=CC1)C1=CC=C(C=C1)C1=NC(=NC(=N1)C1=CC=CC=C1)C1=CC=CC=C1 4,4''-bis(4,6-diphenyl-1,3,5-triazin-2-yl)-1,1':2',1''-terphenyl